N4-cyclohexyl-N6-(2-methoxy-4-(1-methyl-1H-pyrazol-3-yl)phenyl)-1-((2-(trimethylsilyl)ethoxy)methyl)-1H-pyrrolo[2,3-b]pyridine-4,6-diamine C1(CCCCC1)NC=1C2=C(N=C(C1)NC1=C(C=C(C=C1)C1=NN(C=C1)C)OC)N(C=C2)COCC[Si](C)(C)C